N-{2,3-difluoro-4-[5-(trifluoromethyl)-1,2,4-oxadiazol-3-yl]benzyl}butanamide pyrazole-borate B(O)(O)O.N1N=CC=C1.FC1=C(CNC(CCC)=O)C=CC(=C1F)C1=NOC(=N1)C(F)(F)F